(S)-4-(4-(3,3-difluoropropoxy)-2,3-difluorophenyl)-1-(1H-benzo[d]imidazol-5-yl)azetidin-2-one FC(CCOC1=C(C(=C(C=C1)[C@@H]1CC(N1C1=CC2=C(NC=N2)C=C1)=O)F)F)F